(1-Cyclopropylethyl)indol-4-ol C1(CC1)C(C)C=1NC=2C=CC=C(C2C1)O